C(C(C)C)(=O)O.C(C(C)C)(=O)O.C(=CC=CC)O pentadienol diisobutyrate